(R)-6-bromo-4-((1-(3-(difluoromethyl)-2-fluorophenyl)ethyl)amino)-8-(4-methoxybenzyl)-2-methylpyrido[2,3-d]pyrimidin-7(8H)-one BrC1=CC2=C(N=C(N=C2N[C@H](C)C2=C(C(=CC=C2)C(F)F)F)C)N(C1=O)CC1=CC=C(C=C1)OC